CN1N=CC2=CC(=CC=C12)C12OCC(CC1)(CC2)CCC(=O)O.NCC(=O)N2[C@@H](CCC2)C(=O)O aminoacetyl-L-proline (1-(1-methyl-1H-indazol-5-yl)-2-oxabicyclo[2.2.2]octan-4-yl)methyl-Acetate